5-(2-amino-[1,2,4]triazolo[1,5-a]pyridin-7-yl)-N-(2-(cyclopentylmethoxy)-6-fluorobenzyl)-2-methylnicotinamide NC1=NN2C(C=C(C=C2)C=2C=NC(=C(C(=O)NCC3=C(C=CC=C3F)OCC3CCCC3)C2)C)=N1